CC(C[C@H](NC(CN1CCCC1)=O)C(=O)OCC1=CC=CC=C1)(C)C Benzyl 4-methyl-N-(pyrrolidin-1-ylacetyl)-L-leucinate